tert-butyl (R)-3-(N-(3-((tert-butyldimethylsilyl)ethynyl)thieno[3,2-c]pyridin-4-yl)-2-fluoro-4-(4,4,5,5-tetramethyl-1,3,2-dioxaborolan-2-yl)benzamido)-piperidine-1-carboxylate [Si](C)(C)(C(C)(C)C)C#CC1=CSC2=C1C(=NC=C2)N(C(C2=C(C=C(C=C2)B2OC(C(O2)(C)C)(C)C)F)=O)[C@H]2CN(CCC2)C(=O)OC(C)(C)C